NC1=C(C=C(C=C1C1=CC=CC=C1)C(C)(C)C)C1=CC(=CC=C1)C#N 2'-amino-5'-(tert-butyl)-[1,1':3',1''-terphenyl]-3-carbonitrile